N-ethyl-N-phenyl-N'-(3-(octahydroindolizin-7-yl)-1H-indol-5-yl)urea C(C)N(C(=O)NC=1C=C2C(=CNC2=CC1)C1CCN2CCCC2C1)C1=CC=CC=C1